C(C)(C)(C)OC(=O)N1C[C@@H](C[C@@H](C1)O)N (3R,5S)-3-amino-5-hydroxy-piperidine-1-carboxylic acid tert-butyl ester